ClC=1C=C2C(=CN1)N(C(=C2)C2=C(C=CC=C2)O)C 2-[5-chloro-1-methylpyrrolo[2,3-c]pyridin-2-yl]phenol